C(#N)C1=CC(=C(C(=C1)OCC1=CC=CC=C1)NC(C)=O)[N+](=O)[O-] N-{4-cyano-2-nitro-6-[(benzyl)oxy]phenyl}acetamide